The molecule is a gamma-glutamylputrescine, a L-glutamine derivative and a non-proteinogenic L-alpha-amino acid. It has a role as an Escherichia coli metabolite. It is a conjugate base of a gamma-L-glutamylputrescinium(1+). C(CCNC(=O)CC[C@@H](C(=O)O)N)CN